NC1=CC2=C(N=C(S2)C#N)C=C1 6-amino-2-benzothiazolecarbonitrile